Ethyl-[(3-{2-chloro-4-fluoro-5-[3-methyl-2,6-dioxo-4-(trifluoromethyl)-3,6-dihydropyrimidin-1(2H)-yl]phenoxy}pyridin-2-yl)oxy]acetat C(C)OC(COC1=NC=CC=C1OC1=C(C=C(C(=C1)N1C(N(C(=CC1=O)C(F)(F)F)C)=O)F)Cl)=O